COC1=NC=C(C=N1)C1CCC(CC1)C1=NOC(=C1)C(C(=O)O)C(C)C {3-[4-(2-methoxypyrimidin-5-yl)cyclohexyl]-1,2-oxazol-5-yl}-3-methylbutanoic acid